[5-cyclopropyl-3-(2,6-dichlorophenyl)-1,2-oxazol-4-yl]methoxy-2-azabicyclo[2.2.1]heptane hydroiodide salt I.C1(CC1)C1=C(C(=NO1)C1=C(C=CC=C1Cl)Cl)COC12NCC(CC1)C2